C12CN(CC(CC1)O2)C=2C1=C(N=CN2)C=CN=C1 4-(8-oxa-3-azabicyclo[3.2.1]octan-3-yl)pyrido[4,3-d]pyrimidine